tert-butyl 6-[(5-bromo-1-oxo-2,7-naphthyridin-2-yl)methyl]-2-[2-[tert-butoxycarbonyl(cyclohexyl)amino]ethyl]indole-1-carboxylate BrC1=C2C=CN(C(C2=CN=C1)=O)CC1=CC=C2C=C(N(C2=C1)C(=O)OC(C)(C)C)CCN(C1CCCCC1)C(=O)OC(C)(C)C